8-(2-benzylmorpholino)-2-cyano-7,8-dihydro-1,6-naphthyridine-6(5H)-carboxylic acid tert-butyl ester C(C)(C)(C)OC(=O)N1CC=2C=CC(=NC2C(C1)N1CC(OCC1)CC1=CC=CC=C1)C#N